C1(CCCC1)N1N=CC(=C1)C=1C(=NC=C(C1)F)C1(C=C(C(C(C1)(C)C)=O)C#N)OC 3-[3-(1-cyclopentylpyrazol-4-yl)-5-fluoro-2-pyridyl]-3-methoxy-5,5-dimethyl-6-oxo-cyclohexene-1-carbonitrile